rac-Methyl 7-chloro-2-(((1R,6S)-5-(6-((4-cyano-2-fluorobenzyl)oxy)pyridin-2-yl)-2,5-diazabicyclo[4.2.0]octan-2-yl)methyl)-1-(((R)-oxetan-2-yl)methyl)-1H-benzo[d]imidazole-6-carboxylate ClC1=C(C=CC2=C1N(C(=N2)CN2[C@@H]1CC[C@@H]1N(CC2)C2=NC(=CC=C2)OCC2=C(C=C(C=C2)C#N)F)C[C@@H]2OCC2)C(=O)OC |r|